rac-(2S,4R)-1-tert-butoxycarbonyl-4-hydroxy-pyrrolidine-2-carboxylic acid C(C)(C)(C)OC(=O)N1[C@@H](C[C@H](C1)O)C(=O)O |r|